CC=1SC(=CN1)CN1C(NC2=C(C1=O)C=C(S2)S(=O)(=O)Cl)=O 3-((2-Methylthiazole-5-yl)methyl)-2,4-dioxo-1,2,3,4-tetrahydrothieno[2,3-d]pyrimidine-6-sulfonyl chloride